2,4-bis(2-hydroxy-4-(2-acetoxyethoxy)phenyl)-6-(4-chlorophenyl)-s-triazine OC1=C(C=CC(=C1)OCCOC(C)=O)C1=NC(=NC(=N1)C1=C(C=C(C=C1)OCCOC(C)=O)O)C1=CC=C(C=C1)Cl